pyridinium p-toluenesulphonate (1s,3s)-3-(5-fluorobenzo[d]thiazol-4-yl)cyclobutyl-((2-(2,6-dioxopiperidin-3-yl)-4-fluoro-3-oxoisoindolin-5-yl)methyl)carbamate hydrochloride Cl.FC=1C=CC2=C(N=CS2)C1C1CC(C1)N(C([O-])=O)CC=1C(=C2C(N(CC2=CC1)[C@@H]1C(NC(CC1)=O)=O)=O)F.CC1=CC=C(C=C1)S(=O)(=O)[O-].[NH+]1=CC=CC=C1.[NH+]1=CC=CC=C1